4-PYRIMIDINECARBOXALDEHYDE N1=CN=C(C=C1)C=O